C(CCCCCCCCCCCCC)NCCC(=NCCCCCCCCCCCCCC)NC(C)(C)C 3-tetradecylamino-N-tert-butyl-N'-tetradecylpropanamidine